4-(phenylcarbonyl)phenylboronic acid pinacol ester C1(=CC=CC=C1)C(=O)C1=CC=C(C=C1)B1OC(C)(C)C(C)(C)O1